chloroformic acid-2-propenyl ester C(C=C)OC(=O)Cl